(3-methylimidazo[1,2-b]pyridazin-6-yl)-N-((1-methylpiperidin-4-yl)methyl)-7H-pyrrolo[2,3-d]pyrimidin-2-amine CC1=CN=C2N1N=C(C=C2)C=2C1=C(N=C(N2)NCC2CCN(CC2)C)NC=C1